8-benzoyl-2-(2-fluorobenzyl)-2,3,8-triazaspiro[4.5]decan-1-one C(C1=CC=CC=C1)(=O)N1CCC2(CNN(C2=O)CC2=C(C=CC=C2)F)CC1